7-oxo-3-(tetrahydropyran-2-yloxymethyl)spiro[5H-cyclopenta[c]pyridine-6,4'-piperidine]-1'-carboxylic acid tert-butyl ester C(C)(C)(C)OC(=O)N1CCC2(CC1)CC1=C(C=NC(=C1)COC1OCCCC1)C2=O